4-(7-(8-ethyl-7-fluoro-3-(methoxymethoxy)naphthalen-1-yl)-8-fluoro-2-(methylsulfinyl)pyrido[4,3-d]pyrimidin-4-yl)-1,4-oxazepane C(C)C=1C(=CC=C2C=C(C=C(C12)C1=C(C=2N=C(N=C(C2C=N1)N1CCOCCC1)S(=O)C)F)OCOC)F